CN1N=CC(=C1)C=1N=CC=2N(C1)N=CC2C(=O)Cl 6-(1-methyl-1H-pyrazol-4-yl)pyrazolo[1,5-a]pyrazine-3-carbonyl chloride